(4-morpholinophenyl)boric acid O1CCN(CC1)C1=CC=C(C=C1)OB(O)O